C(C)(=O)NCC(C1=CC=CC=C1)NC(=O)C1=CN(C=C1)C1=CC(=NC=C1C)NC1=CC=C(C=C1)F N-(2-acetamido-1-phenylethyl)-1-(2-((4-fluorophenyl)-amino)-5-methyl-pyridin-4-yl)-1H-pyrrole-3-carboxamide